N1(C=NC=C1)CC1=CC=C(C=C1)NC=1N=CC2=C(N1)CN(CC2)C2=C(C1=C(OCCN1C(=O)OC(C)(C)C)N=C2)C tert-butyl 7-[2-({4-[(1H-imidazol-1-yl)methyl]phenyl}amino)-5H,6H,7H,8H-pyrido[3,4-d]pyrimidin-7-yl]-8-methyl-1H,2H,3H-pyrido[2,3-b][1,4]oxazine-1-carboxylate